N[C@H](C)C=1C=C(C=C2C(N(C(=NC12)C1(CCOCC1)C)C)=O)F 8-[(1R)-1-aminoethyl]-6-fluoro-3-methyl-2-(4-methyltetrahydropyran-4-yl)quinazolin-4-one